C(C)(C)(C)OC(=O)C1=CC=C(C=C1)[C@@H]1CN(CC[C@H]1CC1=C2C=CN(C2=C(C=C1C)C)C(=O)OC(C)(C)C)CC tert-butyl 4-(((3R,4R)-3-(4-(tert-butoxycarbonyl)phenyl)-1-ethylpiperidin-4-yl)methyl)-5,7-dimethyl-1H-indole-1-carboxylate